(Z)-oct-5-en-1-yl 8-((6-((4,4-bis((3,7-dimethyloct-6-en-1-yl)oxy)butanoyl)oxy)hexyl)(2-hydroxyethyl)amino)octanoate CC(CCOC(CCC(=O)OCCCCCCN(CCCCCCCC(=O)OCCCC\C=C/CC)CCO)OCCC(CCC=C(C)C)C)CCC=C(C)C